C1(CC1)C=1C=C(C(=NC1)C=1OC2=C(N1)C=C(C=C2)S(C(F)(F)F)(=O)=N)S(=O)(=O)CC [2-(5-cyclopropyl-3-ethylsulfonyl-2-pyridyl)-1,3-benzoxazol-5-yl]-imino-oxo-(trifluoromethyl)-λ6-sulfane